(1R,5S,6R,7R)-6,7-dihydroxy-3-azabicyclo[3.2.1]octane-3-carboxylic acid benzyl ester C(C1=CC=CC=C1)OC(=O)N1C[C@@H]2[C@H]([C@@H]([C@H](C1)C2)O)O